5-ethyltetrahydropyran C(C)C1CCCOC1